BrC1=CC=CC=2C=3N(C(=NC12)N[C@H]1C(NCCN(C1)C(=O)OCC1=CC=CC=C1)=O)N=C(N3)C=3C=NNC3 benzyl (6R)-6-{[7-bromo-2-(1H-pyrazol-4-yl)[1,2,4]triazolo[1,5-c]quinazolin-5-yl]amino}-5-oxo-1,4-diazepane-1-carboxylate